CC1=NC2=C(N1CC1=C(C=C(C=C1)F)F)C=C(C=C2CCS(=O)(=O)N)C=2C1=C(C(N(C2)C)=O)NC=C1 (2-methyl-6-(6-methyl-7-oxo-6,7-dihydro-1H-pyrrolo[2,3-c]pyridin-4-yl)-1-(2,4-difluorobenzyl)-1H-benzo[d]imidazol-4-yl)ethylsulfonamide